ClC1(CCC(CC1)C(C)C)C chloromenthane